FC=1C=C(C=NC1CO)CCC(=O)OCC Ethyl 3-(5-fluoro-6-(hydroxymethyl)pyridin-3-yl)propanoate